FC=1C=C(C=CC1F)N(C(C)=O)C1=NC=CC(=C1)NC(CC1=C(C=CC=C1)OC(F)(F)F)=O N-(3,4-difluorophenyl)-N-(4-{2-[2-(trifluoromethoxy)phenyl]acetylamino}pyridin-2-yl)acetamide